CN(CC(=O)N1CCC(CC1)NC1=C2C=C(N(C2=CC=C1)CC(F)(F)F)C#CCNC=1C=CC(=NC1)C(C#N)(C)C)C 2-[5-({3-[4-({1-[2-(dimethylamino)acetyl]piperidin-4-yl}amino)-1-(2,2,2-trifluoroethyl)-1H-indol-2-yl]prop-2-yn-1-yl}amino)pyridin-2-yl]-2-methylpropanenitrile